OC=1C(=NC(=CC1)OC)C=O 3-HYDROXY-6-METHOXY-PYRIDINE-2-CARBALDEHYDE